trans-4-[[4-(3-cyanophenyl)-5-(2,6-dimethyl-4-pyridinyl)thiazol-2-yl]carbamoyl]-2,5-dimethyl-piperazine-1-carboxylic acid tert-butyl ester C(C)(C)(C)OC(=O)N1[C@H](CN([C@@H](C1)C)C(NC=1SC(=C(N1)C1=CC(=CC=C1)C#N)C1=CC(=NC(=C1)C)C)=O)C